FC1=C(C(=CC(=C1)CCO)F)[C@H]1C(NC(CC1)=O)=O |o1:11| (S or R)-3-(2,6-difluoro-4-(2-hydroxyethyl)phenyl)piperidine-2,6-dione